tert-butyl N-[methyl([2-methyl-4-[4-(trifluoromethyl)-phenyl]pyrazolo[4,3-b]indol-7-yl])oxo-lambda6-sulfanylidene]carbamate CS(=NC(OC(C)(C)C)=O)(=O)C1=CC=2C=3C(N(C2C=C1)C1=CC=C(C=C1)C(F)(F)F)=CN(N3)C